C12(CC(C1)C2)N2C(=NC1=C2C=C(C=C1)C(C)(C)O)NC(CC(C)(C)C1CC1)=O N-(1-(bicyclo[1.1.1]pentan-1-yl)-6-(2-hydroxypropan-2-yl)-1H-benzo[d]imidazol-2-yl)-3-cyclopropyl-3-methylbutanamide